Methyl (R)-2-amino-5-(3,4-dichloro-2-((4-(methylthio)imidazo[2,1-f][1,2,4]triazin-7-yl)methyl)phenoxy)pentanoate N[C@@H](C(=O)OC)CCCOC1=C(C(=C(C=C1)Cl)Cl)CC1=CN=C2C(=NC=NN21)SC